1-(4-butoxyphenyl)-3-(1-piperidinyl)1-propanol hydrochloride Cl.C(CCC)OC1=CC=C(C=C1)C(CCN1CCCCC1)O